COC1=CC=2C=3C4=C(C5=CC(=C(C=C5C=5C4=C(C2C=C1OC)C(=C(C5)OCCCCC)OCCCCC)OCCCCC)OCCCCC)C(=C(C3OCCCCC)OCCCCC)[N+](=O)[O-] 5,6-dimethoxy-1-nitro-2,3,8,9,12,13-hexakis(pentyloxy)dibenzo[fg,op]tetracene